2-chloro-4,5-dimethylaniline ClC1=C(N)C=C(C(=C1)C)C